2-amino-1,4-benzenediol NC1=C(C=CC(=C1)O)O